ClC=1C=C(C=CC1F)S(=O)(=O)NC1=CC=C(C=C1)NC1=CC(OC2=C1C=C(C=C2)[N+](=O)[O-])=O 3-chloro-4-fluoro-N-(4-((6-nitro-2-oxo-2H-benzopyran-4-yl)amino)phenyl)benzenesulfonamide